BrC=1N=C(N(C1Br)CC)C1CC2(CN(C2)C(=O)OC(C)(C)C)C1 tert-butyl 6-(4,5-dibromo-1-ethyl-imidazol-2-yl)-2-azaspiro[3.3]heptane-2-carboxylate